(S)-2-Boc-amino-4-(2-benzyloxyethoxy)butyric acid methyl ester COC([C@@](CCOCCOCC1=CC=CC=C1)(C(=O)OC(C)(C)C)N)=O